NC=1N=CC(=NC1OC(C)C1=C(C(=CC=C1F)F)Cl)C1=CC=C(C=C1)C(=O)N1CCN(CC1)C (4-{5-amino-6-[1-(2-chloro-3,6-difluoro-phenyl)-ethoxy]-pyrazin-2-yl}-phenyl)-(4-methyl-piperazin-1-yl)-methanone